FC(CN1N=CC=2C1=NC(=CN2)N2C[C@H](C[C@@H](C2)COC=2C(=NC=CC2)C(F)(F)F)C)F 1-(2,2-difluoroethyl)-6-((3S,5S)-3-methyl-5-(((2-(trifluoromethyl)pyridin-3-yl)oxy)methyl)piperidin-1-yl)-1H-pyrazolo[3,4-b]pyrazine